Pentamethyl-cyclopentadienylgermanium chlorid CC1=C(C(=C(C1([Ge]Cl)C)C)C)C